Methyl 2-(4-amino-1-(2,2,2-trifluoroethyl)-1H-pyrazolo[3,4-d]Pyrimidin-3-yl)-3-chloro-1-((2-(trimethylsilyl) ethoxy) methyl)-1H-indole-6-carboxylate NC1=C2C(=NC=N1)N(N=C2C=2N(C1=CC(=CC=C1C2Cl)C(=O)OC)COCC[Si](C)(C)C)CC(F)(F)F